C1(=CC=CC=C1)N1C2=CC=CC=C2C=2C=C(C=CC12)C1=CC=C(C=C1)N [4-(9-phenyl-9H-carbazol-3-yl)phenyl]-amin